C1(=CC=CC=2C3=CC=CC=C3C=CC12)C1=NC2=CC=CC=C2C=C1.C1(=CC=CC=2C3=CC=CC=C3C=CC12)C1=NC2=CC=CC=C2C=C1.[Ir+3] iridium(III) bis[(phenanthreneyl)quinoline]